O1CC(C1)C1NCC12CC(C2)N (oxetan-3-yl)-2-azaspiro[3.3]heptan-6-amine